C(#N)C1=NC2=CC(=CC(=C2N=C1N1C(CC1)CF)[C@@H](C)NC1=C(C(=O)O)C=CC=C1)C 2-(((1R)-1-(2-cyano-3-(2-(fluoromethyl)azetidin-1-yl)-7-methylquinoxalin-5-yl)ethyl)amino)benzoic acid